COC1=C(C(=CC(=C1)C1=CN(C(C(=C1)C)=O)CCC)OC)CC=O 2-(2,6-dimethoxy-4-(5-methyl-6-oxo-1-propyl-1,6-dihydropyridin-3-yl)phenyl)acetaldehyde